(4R,5S,7R,8R,9S,10R)-4-((2-hydroxybenzyl)amino)-7-(hydroxymethyl)-9-(4-(3,4,5-trifluorophenyl)-1H-1,2,3-triazol-1-yl)-1,6-dioxaspiro[4.5]decan-8,10-diol OC1=C(CN[C@@H]2CCO[C@]23O[C@@H]([C@@H]([C@@H]([C@H]3O)N3N=NC(=C3)C3=CC(=C(C(=C3)F)F)F)O)CO)C=CC=C1